1,2,3,6-tetrahydropyridin-3-ol 2,2,2-trifluoroacetate FC(C(=O)O)(F)F.N1CC(C=CC1)O